COC1=CC=C(C=C1)N1C(N(C2=NC(=NC=C2C1)NCC(F)(F)F)C1=CC=C(C=C1)S(=O)(=O)C)=O 3-(4-methoxyphenyl)-1-(4-(methylsulfonyl)phenyl)-7-((2,2,2-trifluoroethyl)amino)-3,4-dihydropyrimido[4,5-d]pyrimidin-2(1H)-one